OC1=C(C=CC=C1N[C@H]1COC2(C1)CCN(CC2)S(=O)(=O)C=2C=NC1=CC=CC=C1C2O)S(=O)(=O)NC (S)-2-hydroxy-3-((R)-8-(4-hydroxyquinolin-3-ylsulfonyl)-1-oxa-8-azaspiro[4.5]dec-3-ylamino)-N-methylbenzenesulfonamide